COC1=C(C=CC(=C1)C1=NN=CN1C)NC=1N=C(C2=C(N1)NC=C2C#N)NCCOC 2-((2-methoxy-4-(4-methyl-4H-1,2,4-triazol-3-yl)phenyl)amino)-4-((2-methoxyethyl)amino)-7H-pyrrolo[2,3-d]pyrimidine-5-carbonitrile